O[C@@H]1[C@H](CO[C@@H]([C@H]1O)CO)NC(OC(C)(C)C)=O tert-butyl ((3S,4R,5S,6R)-4,5-dihydroxy-6-(hydroxymethyl)tetrahydro-2H-pyran-3-yl)carbamate